3,4-dihydro-2H-benzo[b][1,4]oxazine-7-carboxamide O1C2=C(NCC1)C=CC(=C2)C(=O)N